benzyl 3-[[3-amino-4-(trifluoromethoxy)phenyl]sulfonylamino]-3-(4-fluorophenyl)pyrrolidine-1-carboxylate NC=1C=C(C=CC1OC(F)(F)F)S(=O)(=O)NC1(CN(CC1)C(=O)OCC1=CC=CC=C1)C1=CC=C(C=C1)F